FC(C=1C=C(C=C(C1)C(F)(F)F)[C@@H]1[C@@H](N(C(O1)=O)C(CCC1=C2C=CC=NC2=CC=C1)=O)C)(F)F (4S,5R)-5-[3,5-bis(trifluoromethyl)phenyl]-4-methyl-3-(3-quinolin-5-ylpropanoyl)-1,3-oxazolidin-2-one